4-(3-chloro-1H-pyrazol-1-yl)-2-[2,6-dimethyl-4-(trifluoromethyl)phenyl]-5-isobutyryloxy-6-(methoxymethyl)pyridazin-3(2H)-one ClC1=NN(C=C1)C=1C(N(N=C(C1OC(C(C)C)=O)COC)C1=C(C=C(C=C1C)C(F)(F)F)C)=O